C(C)(=O)N[C@H](C(=O)N1[C@@H]([C@H]2C([C@H]2C1)(C)C)C(=O)O)C(C)(C)C (1R,2S,5S)-3-[(2S)-2-acetamido-3,3-dimethyl-butyryl]-6,6-dimethyl-3-azabicyclo[3.1.0]hexane-2-carboxylic acid